F[P-](F)(F)(F)(F)F.C1(=CC=CC=C1)[I+]C=1SC=CC1 phenyl-2-thienyliodonium hexafluorophosphate